3-chloro-2-methoxy-4-methylbenzoic acid ClC=1C(=C(C(=O)O)C=CC1C)OC